(S or R)-3-methyl-2-(2-(4,5,6,7-tetrahydro-1H-benzo[d]imidazol-5-yl)-2H-pyrazolo[3,4-b]pyridin-6-yl)-5-(trifluoromethyl)phenol CC=1C(=C(C=C(C1)C(F)(F)F)O)C=1C=CC=2C(N1)=NN(C2)[C@@H]2CC1=C(NC=N1)CC2 |o1:21|